C(C)OC(=O)C1(CCCC1)CO 1-(hydroxymethyl)cyclopentanecarboxylic acid ethyl ester